C(C)(=O)NC[C@@H]1N(CC2=CC=CC=C2C1)C(=O)OC(C)(C)C tert-butyl (R)-3-(acetamidomethyl)-3,4-dihydroisoquinoline-2(1H)-carboxylate